tert-butyl (4-(5,5-dimethyl-1,3,2-dioxaborin-2-yl)benzothiophen-2-yl)carbamate CC1(COB(OC1)C1=CC=CC2=C1C=C(S2)NC(OC(C)(C)C)=O)C